C(C)(C)(C)OC(=O)N1CCC(CC1)C1=C(C(=O)O)C=CC=C1 2-(1-(tert-butoxycarbonyl)-piperidin-4-yl)benzoic acid